2-[[1-[5-[(E)-[6-(cyclobutoxy)-3-oxo-isobenzofuran-1-ylidene]methyl]-2-fluoro-benzoyl]azetidin-3-yl]amino]pyridine-4-carbonitrile C1(CCC1)OC1=CC=C2C(O\C(\C2=C1)=C\C=1C=CC(=C(C(=O)N2CC(C2)NC2=NC=CC(=C2)C#N)C1)F)=O